(3R)-3-amino-5-[(4-chlorophenyl)methyl]-7-[5-[2-(difluoromethyl)morpholin-4-yl]-1,3,4-oxadiazol-2-yl]-1,1-dioxo-2,3-dihydro-1lambda6,5-benzothiazepin-4-one N[C@H]1CS(C2=C(N(C1=O)CC1=CC=C(C=C1)Cl)C=C(C=C2)C=2OC(=NN2)N2CC(OCC2)C(F)F)(=O)=O